(R)-(2-(Benzyloxy)-4,6-dihydroxyphenyl)(8-((tetrahydrofuran-3-yl)amino)-3,4-dihydroisoquinolin-2(1H)-yl)methanone C(C1=CC=CC=C1)OC1=C(C(=CC(=C1)O)O)C(=O)N1CC2=C(C=CC=C2CC1)N[C@H]1COCC1